C(C#C)C=1C=C(C=O)C=CC1 3-(PROP-2-YNYL)BENZALDEHYDE